2-amino-8-methoxy-N-[(3-methyl-2-pyridyl)methyl]quinazoline-4-carboxamide NC1=NC2=C(C=CC=C2C(=N1)C(=O)NCC1=NC=CC=C1C)OC